tert-butyl 2-(4-((3-((5-((2-cyclohexylethyl)carbamoyl)-2-methylpyridin-3-yl)amino)-1-methyl-1H-pyrazolo[3,4-d]pyrimidin-6-yl)amino)phenyl)acetate C1(CCCCC1)CCNC(=O)C=1C=C(C(=NC1)C)NC1=NN(C2=NC(=NC=C21)NC2=CC=C(C=C2)CC(=O)OC(C)(C)C)C